trans-2-(5-(3-Hydroxycyclohexylamino)pyrimidin-2-yl)-6-(3-methoxy-2-methylphenyl)phthalazin-1(2H)-one O[C@@H]1C[C@H](CCC1)NC=1C=NC(=NC1)N1C(C2=CC=C(C=C2C=N1)C1=C(C(=CC=C1)OC)C)=O